N[C@@H](C[TeH])C(=O)O telluro-cysteine